N-(1-(2,4-difluorophenyl)-6-(6-fluoropyridin-3-yl)-1H-pyrazolo[3,4-d]pyrimidin-4-yl)-5-nitrothiophene-2-carboxamide FC1=C(C=CC(=C1)F)N1N=CC=2C1=NC(=NC2NC(=O)C=2SC(=CC2)[N+](=O)[O-])C=2C=NC(=CC2)F